tert-butyl 5-[6-[[4-methyl-6-(methylamino)pyrimidin-2-yl]amino]chroman-8-yl]-2,3,4,7-tetrahydroazepine-1-carboxylate CC1=NC(=NC(=C1)NC)NC=1C=C2CCCOC2=C(C1)C=1CCCN(CC1)C(=O)OC(C)(C)C